C(#N)C1=C(C=CC=C1)[C@@H]([C@@H](C)C=1N(C(C(=C(N1)C(=O)NC=1C=NOC1)O)=O)C)C=1C(=NN(C1C)C)C 2-((1r,2r)-1-(2-cyanophenyl)-1-(1,3,5-trimethyl-1H-pyrazol-4-yl)propan-2-yl)-5-hydroxy-N-(isoxazol-4-yl)-1-methyl-6-oxo-1,6-dihydropyrimidine-4-carboxamide